The molecule is a cholestanoid that is cholest-6-ene substituted by a beta-hydroxy group at position 3 and a peroxy group between positions 5 and 8 (the 5alpha,8alpha stereoisomer). Isolated from the sea urchin Diadema setosum, it exhibits cytotoxicity against variuos cancer cell lines. It has a role as a metabolite and an antineoplastic agent. It is an organic peroxide, a cholestanoid and a 3beta-sterol. C[C@H](CCCC(C)C)[C@H]1CC[C@@H]2[C@@]1(CC[C@H]3[C@]24C=C[C@@]5([C@@]3(CC[C@@H](C5)O)C)OO4)C